4-(chloromethyl)-1,3-dioxol-2-one ClCC=1OC(OC1)=O